OC1=C(C(=NN1C=1N=CC(CC1)=NS(=O)(=O)C1=CC=CC=C1)C)C1=CC=C(C#N)C=C1 4-(5-hydroxy-3-methyl-1-(5-(phenylsulfonylimino)pyridin-2-yl)-1H-pyrazol-4-yl)benzonitrile